The molecule is a phosphatidylcholine 34:1 in which the 1- and 2-acyl groups are specified as hexadecanoyl (palmitoyl) and 9Z-octadecenoyl (oleoyl) respectively. It has a role as a mouse metabolite. It is a phosphatidylcholine 34:1 and a 1-acyl-2-oleoyl-sn-glycero-3-phosphocholine betaine. It derives from a hexadecanoic acid and an oleic acid. CCCCCCCCCCCCCCCC(=O)OC[C@H](COP(=O)([O-])OCC[N+](C)(C)C)OC(=O)CCCCCCC/C=C\\CCCCCCCC